(R)-tertiary leucinol N[C@H](C(C)(C)C)CO